ClC=1C=CC(=NC1)COC1=NN=C(S1)NC(C1=CN=C(C=C1C1=C(C=CC(=C1)CO)OC)C)=O N-(5-((5-chloropyridin-2-yl)methoxy)-1,3,4-thiadiazol-2-yl)-4-(5-(hydroxymethyl)-2-methoxyphenyl)-6-methylnicotinamide